FC=1C=CC2=C(OCCN2C(CNC(OC(C)(C)C)=O)=O)C1 tert-butyl (2-(7-fluoro-2,3-dihydro-4H-benzo[b][1,4]oxazin-4-yl)-2-oxoethyl)carbamate